triglyceryl tricaprylate C(CCCCCCC)(=O)OCC(O)CO.C(CCCCCCC)(=O)OCC(O)CO.C(CCCCCCC)(=O)OCC(O)CO